BrC1=C(N=C(N=N1)N[C@H]1C[C@H](C1)C)C cis-3-((6-bromo-5-methyl-1,2,4-triazin-3-yl)amino)-1-methylcyclobutane